COC(C1CCN(CC1)C1=NN(C=C1)C)OC 4-(dimethoxymethyl)-1-(1-methyl-1H-pyrazol-3-yl)piperidine